C(=O)O.C(#N)C1=C(C(=CC=C1)C)N1CC(C1)C1=CC(=C(CN2CCC(CC2)C(=O)O)C(=C1)C)C 1-(4-(1-(2-cyano-6-methylphenyl)azetidin-3-yl)-2,6-dimethylbenzyl)piperidine-4-carboxylic acid, formic acid salt